2,5-bis-(tert-butylperoxy)-2,5-dimethylhexyne C(C)(C)(C)OOC(C)(C#CC(C)(C)OOC(C)(C)C)C